FC=1C=C(C=CC1)C(=O)N1CCC2(C(N3[C@H](O2)CC[C@H]3C3=CC=CC=C3)=O)CC1 (5'S,7a'R)-1-(3-fluoro-benzene-1-carbonyl)-5'-phenyltetrahydro-3'H-spiro[piperidine-4,2'-pyrrolo[2,1-b]-[1,3]oxazol]-3'-one